(R)-(R)-2-(2-((4-(5-((2-(1-methyl-1H-pyrazol-4-yl)pyrimidin-5-yl)ethynyl)pyrimidin-2-yl)-1-(pyrimidin-2-yl)piperazin-2-yl)methoxy)ethoxy)ethyl 4-methylbenzenesulfonate CC1=CC=C(C=C1)S(=O)(=O)OCCOCCOC[C@@H]1N(CCN(C1)C1=NC=C(C=N1)C#CC=1C=NC(=NC1)C=1C=NN(C1)C)C1=NC=CC=N1